N1C(=NC2=C1C=CC=C2)[C@H]2N(CCC1=C2N=CN1)C(=O)C1=C(N=C(O1)C1=NC=CC=C1)C1CC1 (S)-(4-(1H-benzo[d]imidazol-2-yl)-6,7-dihydro-1H-imidazo[4,5-c]pyridin-5(4H)-yl)(4-cyclopropyl-2-(pyridin-2-yl)oxazol-5-yl)methanone